OC1=CC=C(C=C1)C(C)(CC(C)C)C1=CC=C(C=C1)O 2,2-bis(4'-hydroxyphenyl)-4-methylpentane